fluoromethyl(2-pyridyl)sulfone FCS(=O)(=O)C1=NC=CC=C1